COC(=O)C1=C(C(=C(C(=C1C(=O)OC)C#N)C(=O)OC)C(=O)OC)C#N 2,3,5,6-tetra-methoxycarbonyl-1,4-dicyanobenzene